C/C(=N\\S(=O)(=O)C1=CC=C(C=C1)N)/[O-] The molecule is an organic nitrogen anion that is the conjugate base of sulfacetamide arising from deprotonation of the N-acylsulfonamide function. It is a conjugate base of a sulfacetamide.